ClC1=CC(=C(C=C1)C1=NN=C(C(N1C)=O)N[C@H]1CN(CCC1)CC)O 3-(4-Chloro-2-hydroxyphenyl)-6-[[(3R)-1-ethyl-3-piperidyl]amino]-4-methyl-1,2,4-triazin-5-one